(1R,2S,4R)-2-(hydroxymethyl)-2-(methoxymethyl)-4-(pyridin-4-yl)quinuclidin-3-one OC[C@]1(N2CCC(C1=O)(CC2)C2=CC=NC=C2)COC